methyl (1S,4S)-4-(p-toluenesulfonyloxy)cyclohexane-1-carboxylate CC1=CC=C(C=C1)S(=O)(=O)OC1CCC(CC1)C(=O)OC